N-(1-(2,6-dichlorobenzyl)piperidin-4-yl)-3-nitrobenzamide ClC1=C(CN2CCC(CC2)NC(C2=CC(=CC=C2)[N+](=O)[O-])=O)C(=CC=C1)Cl